BrC1=NN2C(N(C(=C(C2=O)N2CCN(CC2)C(=O)OC(C)(C)C)CC)CC(=O)OCC)=N1 tert-butyl 4-(2-bromo-4-(2-ethoxy-2-oxoethyl)-5-ethyl-7-oxo-4,7-dihydro-[1,2,4]triazolo[1,5-a]pyrimidin-6-yl)piperazine-1-carboxylate